1,8-dihydroxyl-3-carboxyanthraquinone OC1=CC(=CC=2C(C3=CC=CC(=C3C(C12)=O)O)=O)C(=O)O